5-{6,6-difluoro-2-azaspiro[3.3]heptan-2-yl}-2-({6-ethenylimidazo[1,2-a]pyridin-2-yl}methyl)-1,2-dihydro-2,7-naphthyridin-1-one FC1(CC2(CN(C2)C2=C3C=CN(C(C3=CN=C2)=O)CC=2N=C3N(C=C(C=C3)C=C)C2)C1)F